CNC(=O)ON1C(=O)CCC1=O The molecule is a member of the class of pyrrolidinones that is N-hydroxysuccinimide in which the hydroxyl hydrogen is replaced by a methylcarbamoyl group. It has a role as an apoptosis inducer. It is a carbamate ester, a dicarboximide, a pyrrolidinone and a N-hydroxysuccinimide ester. It derives from a succinimide.